1-((1r,4r)-4-(3-ethyl-4-hydroxy-4,7-dihydro-3H-pyrrolo[3',2':5,6]pyrido[3,4-d][1,2,3]diazaborinin-1-yl)cyclohexyl)-N-methylmethanesulfonamide C(C)N1N=C(C2=C(B1O)C=NC1=C2C=CN1)C1CCC(CC1)CS(=O)(=O)NC